N-benzyloxymethyl-uracil C(C1=CC=CC=C1)OCN1C(=O)NC(=O)C=C1